Ethyl 6-(4,4-difluoropiperidin-1-yl)benzo[b]thiophene-2-carboxylate FC1(CCN(CC1)C=1C=CC2=C(SC(=C2)C(=O)OCC)C1)F